6-chloro-9-((3aR,4R,6aS)-2,2-dimethyltetrahydrothieno[3,4-d][1,3]dioxol-4-yl)-9H-purine ClC1=C2N=CN(C2=NC=N1)[C@@H]1SC[C@H]2OC(O[C@H]21)(C)C